hydroxy-3-azabicyclo[3.2.1]octane-3-carboxylic acid benzyl ester C(C1=CC=CC=C1)OC(=O)N1CC2(CCC(C1)C2)O